[K].[K].[Pb] lead dipotassium